5-chloro-N-(3-hydroxy-1-phenylpropyl)-2-isopropyl-N-methylpyrimidine-4-carboxamide ClC=1C(=NC(=NC1)C(C)C)C(=O)N(C)C(CCO)C1=CC=CC=C1